N-[(1S)-1-(4-{4-chloro-2,3,7,10-tetraazatricyclo[7.4.0.02,6]trideca-1(9),3,5,7-tetraen-10-yl}phenyl)-2,2,2-trifluoroethyl]-1-(2-hydroxyacetyl)-N-methylpiperidine-4-carboxamide ClC1=NN2C=3CCCN(C3C=NC2=C1)C1=CC=C(C=C1)[C@@H](C(F)(F)F)N(C(=O)C1CCN(CC1)C(CO)=O)C